The molecule is an icosadienoic acid with double bonds at positions 11 and 14 (both Z). It has a role as a metabolite. It is a conjugate acid of an (11Z,14Z)-icosadienoate. It derives from a hydride of an icosanoic acid. CCCCC/C=C\\C/C=C\\CCCCCCCCCC(=O)O